(3,4-epoxycyclohexyl)ethylacetoxydiethyl-silane C1(CC2C(CC1)O2)CC[Si](CC)(CC)OC(C)=O